CC1(CC1)OC1=C2N=CN(C2=NC=N1)CC1=NC=CC(=C1)C 6-(1-methylcyclopropoxy)-9-((4-methylpyridin-2-yl)methyl)-9H-purine